C(CCCCCCCCCCCCCCCCCCCC(C)C)O isotricosyl alcohol